FC(OC[C@H]1N(C[C@H](C1)OC1=NN(C(C=C1)=O)C)C=1SC(=CN1)C(=O)O)F 2-((2S,4S)-2-((difluoromethoxy)methyl)-4-((1-methyl-6-oxo-1,6-dihydropyridazin-3-yl)oxy)pyrrolidin-1-yl)thiazole-5-carboxylic acid